S1S[C@@H](CC1)CCCCC(=O)OC(CO)CO 1,3-Dihydroxypropan-2-yl (R)-5-(1,2-dithiolan-3-yl)pentanoate